N[C@H](C(=O)O)CCN(CCCCC1=NC=2NCCCC2C=C1)CCOCC (S)-2-amino-4-((2-ethoxyethyl)(4-(5,6,7,8-tetrahydro-1,8-naphthyridin-2-yl)butyl)amino)butanoic acid